6-bromo-2-(difluoromethoxy)-5-fluoropyridin-3-amine BrC1=C(C=C(C(=N1)OC(F)F)N)F